ClC1=NC=C(C(=N1)NCC1CCC1)C(=O)N 2-chloro-4-[(cyclobutyl-methyl)amino]pyrimidin-5-carboxamide